C1(CC1)C1=C(C(=NO1)C1=C(C=CC=C1F)F)COC1CCN(CCC1)C(=O)OC(C)(C)C tert-butyl 4-((5-cyclopropyl-3-(2,6-difluorophenyl)isoxazol-4-yl)methoxy)azepane-1-carboxylate